C1(=CC=CC=C1)CCCOC1C(C1)N 2-(3-phenylpropoxy)cyclopropan-1-amine